COC1=CC=2N(C=C1CC(=O)N)C(=CN2)C2=CC=CC=C2 (7-methoxy-3-phenylimidazo[1,2-a]pyridin-6-yl)acetamide